2-(5-bromo-2,3-difluoro-phenoxy)tetrahydropyran BrC=1C=C(C(=C(OC2OCCCC2)C1)F)F